OCCOC1=NC=CC(=C1)NC(O[C@H](C)[C@H](C)OC1=CC2=C(N=C(S2)C2=C3N=CC(=NC3=CC(=C2)C)OC)C=C1F)=O (2R,3S)-3-((5-fluoro-2-(2-methoxy-7-methylquinoxalin-5-yl)benzo[d]thiazol-6-yl)oxy)butan-2-yl (2-(2-hydroxyethoxy)pyridin-4-yl)carbamate